(E)-N'-((4,4-difluorocyclohexyl)methylene)-6-(4-methoxyphenyl)pyrazine-2-carbohydrazide FC1(CCC(CC1)\C=N\NC(=O)C1=NC(=CN=C1)C1=CC=C(C=C1)OC)F